3,5-diamino-1-[6-(trimethoxysilyl)hexyl]-1,2,4-triazole NC1=NN(C(=N1)N)CCCCCC[Si](OC)(OC)OC